N=1N(N=C2C1C=CC=C2)C=2C=C(C=C(C2O)C(C)(C)C)CCC(=O)O β-[3-(2H-Benzotriazole-2-yl)-4-hydroxy-5-tert-butylphenyl]-propionic acid